FC=1C=C2C=C(NC2=CC1)C(=O)N1CCCC1 (5-Fluoro-1H-indol-2-yl)(pyrrolidin-1-yl)methanone